(2E)-1-[(2S)-2-({[4-(3-phenyl-1H-pyrrolo[3,2-b]pyridin-2-yl)pyridin-3-yl]oxy}methyl)pyrrolidin-1-yl]-4-(pyrrolidin-1-yl)but-2-en-1-one C1(=CC=CC=C1)C1=C(NC=2C1=NC=CC2)C2=C(C=NC=C2)OC[C@H]2N(CCC2)C(\C=C\CN2CCCC2)=O